3-acetyl-styrene C(C)(=O)C=1C=C(C=C)C=CC1